CCC1=C(C(=O)C=NN1C2=CC=C(C=C2)Cl)C(=O)[O-] The molecule is a monocarboxylic acid anion resulting from the removal of a proton from the carboxy group of clofencet. It is a conjugate base of a clofencet.